BenzimidaZole N1=CNC2=C1C=CC=C2